CC1CCC=2C1=NC1=C(C2NC(=O)N2C=NC=C2)CCC1 N-(3-methyl-1,2,3,5,6,7-hexahydrodicyclopenta[b,e]pyridin-8-yl)-1H-imidazole-1-carboxamide